COC(=O)C=1C(=C(C=CC1)B(O)O)C(=O)OC bis(methoxycarbonyl)phenylboronic acid